(3,5-dichlorophenyl)acetic acid ClC=1C=C(C=C(C1)Cl)CC(=O)O